The molecule is a lignan isolated from the seeds of Crataegus pinnatifida. It has a role as a plant metabolite. It is a member of benzofurans, a dimethoxybenzene, a primary alcohol, an aldehyde and a lignan. COC1=CC(=CC2=C1OC(C2CO)C3=CC(=C(C(=C3)OC)OC(CO)C(C4=CC(=C(C=C4)O)OC)O)OC)/C=C/C=O